(3R)-3-(4-Chlorophenyl)-2-[(5-chloropyridin-2-yl)methyl]-4-fluoro-3-({1-[hydroxy(2H2)methyl]cyclopropyl}(2H2)methoxy)-6-(2-hydroxy-1-methoxypropan-2-yl)-2,3-dihydro-1H-isoindol-1-on ClC1=CC=C(C=C1)[C@@]1(N(C(C2=CC(=CC(=C12)F)C(COC)(C)O)=O)CC1=NC=C(C=C1)Cl)OC([2H])([2H])C1(CC1)C([2H])([2H])O